(S)-methyl 2-((S)-2-(6-chloro-1H-indole-2-carbonyl)-2-azaspiro[4.5]decane-3-carboxamido)-3-((R)-5,5-dimethyl-2-oxopyrrolidin-3-yl)propanoate ClC1=CC=C2C=C(NC2=C1)C(=O)N1CC2(C[C@H]1C(=O)N[C@H](C(=O)OC)C[C@H]1C(NC(C1)(C)C)=O)CCCCC2